C(C=C)C1=C(C=O)C=CC=C1 o-allyl-benzaldehyde